C(CCCCCCC\C=C/CCCCCCCC)(=O)OCC1CO1.C(CCCCCCC\C=C/CCCCCCCC)(=O)OCC1CO1.C(CCCCCCC\C=C/CCCCCCCC)(=O)OCC1CO1 triglycidyl trioleate